(5R,8aS)-methyl 3-chloro-5-methyl-5,6,8a,9-tetrahydro-8H-7,10-dioxa-2,4,4b-triazaphenanthrene-1-carboxylate ClC=1N=C(C=2OC[C@@H]3COC[C@H](N3C2N1)C)C(=O)OC